C(C1CO1)C(C1CCC(CC1)O)(C1CCC(CC1)O)CC1CO1 diglycidyl-bis(4-hydroxycyclohexyl)methane